N,N-dimethyl-1-({4-[5-(trifluoromethyl)-1,2,4-oxadiazol-3-yl]phenyl}methyl)-1H-1,2,4-triazol-3-amine CN(C1=NN(C=N1)CC1=CC=C(C=C1)C1=NOC(=N1)C(F)(F)F)C